FC=1C(=NC=C(C1)F)[Sn](CCCC)(CCCC)CCCC 3,5-difluoro-2-tributylstannylpyridine